N-{(2S,3R)-4,4-difluoro-1-(2-methyl-propanoyl)-2-[(2,2',5'-trifluoro[1,1'-biphenyl]-3-yl)methyl]pyrrolidin-3-yl}-ethanesulfonamide FC1([C@@H]([C@@H](N(C1)C(C(C)C)=O)CC=1C(=C(C=CC1)C1=C(C=CC(=C1)F)F)F)NS(=O)(=O)CC)F